FC1=CC=C(O[C@H]2[C@@H](COC2)N)C=C1 trans-4-(4-fluorophenoxy)tetrahydrofuran-3-amine